CN(C1=CC=C(C=C1)NC=1C=NC=CC1)C N1,N1-dimethyl-N4-3-pyridinyl-1,4-Benzenediamine